ON=C(C(=O)N1CCC(CC1)NC1=CC(=NC=N1)C(=O)N)C 6-((1-(2-(hydroxyimino)propionyl)piperidin-4-yl)amino)pyrimidine-4-carboxamide